CC(C)CCC[C@@H](C)[C@H]1CC[C@H]2[C@@H]3CCC4=CCCC[C@]4(C)[C@H]3CC[C@]12C cholest-4-ene